C1(=CC=CC=C1)C=1OC(=NN1)SC1=CC=CC=C1 2-phenyl-5-phenylthio-1,3,4-oxadiazole